COC(CC(C(=O)OC)C(=O)OC)OC Dimethyl 2-(2,2-dimethoxyethyl)propanedioate